ClC1=NC=CC(=N1)C=1C=NN(C1)C1OCCCC1 2-chloro-4-(1-(tetrahydro-2H-pyran-2-yl)-1H-pyrazol-4-yl)pyrimidine